Tert-butyl-(E)-4-((5-bromo-1-oxo-1,3-dihydro-2H-inden-2-ylidene) methyl)-4-fluoropiperidine-1-carboxylate C(C)(C)(C)OC(=O)N1CCC(CC1)(F)/C=C\1/C(C2=CC=C(C=C2C1)Br)=O